7-bromo-4-(cyclobutylmethyl)-2H-benzo[b][1,4]oxazin-3(4H)-one BrC=1C=CC2=C(OCC(N2CC2CCC2)=O)C1